FC1=C2C(=NC=NC2=C(C=C1)F)NCCC1=C(C=C(C=C1)OC1=NC=CC(=C1)C(F)(F)F)F 5,8-Difluoro-N-[2-(2-fluoro-4-{[4-(trifluoromethyl)pyridin-2-yl]oxy}phenyl)ethyl]quinazolin-4-amin